2-(4-Ethylphenyl)-1,5-dimethyl-1,2-dihydro-3H-pyrazol-3-one C(C)C1=CC=C(C=C1)N1N(C(=CC1=O)C)C